4-benzyl-2-(4-((4-cyclopentylpiperazin-1-yl)sulfonyl)phenyl)-5-methyl-2,4-dihydro-3H-1,2,4-triazol-3-one C(C1=CC=CC=C1)N1C(N(N=C1C)C1=CC=C(C=C1)S(=O)(=O)N1CCN(CC1)C1CCCC1)=O